ClC1=CC(=CC2=C1N=C(S2)C2=C1N=CC(=NC1=CC(=C2)Cl)COC)OC 4-chloro-2-(7-chloro-2-(methoxymethyl)quinoxalin-5-yl)-6-methoxybenzo[d]thiazole